C(C)(C)(C)OC(=O)N1[C@@H](CCC1)CN1C2=C(OCC1=O)C=C(C=C2)Br (S)-2-((7-bromo-3-oxo-2,3-dihydro-4H-benzo[b][1,4]oxazin-4-yl)methyl)pyrrolidine-1-carboxylic acid tert-butyl ester